BrC=1C=C(C=CC1)C(C(=O)O)(CCSCCSCCO)C 2-(3-Bromophenyl)-4-((2-((2-hydroxyethyl)thio)ethyl)thio)-2-methylbutanoic acid